CC(C)S(=O)(=O)N propan-2-sulfonamide